tert-butyl (2S,5R)-4-(1-(4-fluorophenyl)-2-hydroxyethyl)-2,5-dimethylpiperazine-1-carboxylate FC1=CC=C(C=C1)C(CO)N1C[C@@H](N(C[C@H]1C)C(=O)OC(C)(C)C)C